3-guanidino-5-benzyl-1-(4-vinylbenzyl)-1H-1,2,4-triazole N(C(=N)N)C1=NN(C(=N1)CC1=CC=CC=C1)CC1=CC=C(C=C1)C=C